2-[(1r,2r)-1-cyano-2-hexyl-cyclopropyl]pyridine-3-carbonitrile C(#N)[C@]1([C@@H](C1)CCCCCC)C1=NC=CC=C1C#N